4-methyl-5-phenylcyclohexane-1,3-dione CC1C(CC(CC1C1=CC=CC=C1)=O)=O